2-[4-[4-amino-2-(4-fluoroanilino)thiazole-5-carbonyl]phenoxy]ethyl acetate C(C)(=O)OCCOC1=CC=C(C=C1)C(=O)C1=C(N=C(S1)NC1=CC=C(C=C1)F)N